CC1=CC[C@@H]2[C@@]([C@H]1CCC(=C)C=C)(CCCC2(C)C)C The molecule is a diterpene derived from labdane by dehydrogenation across the C(7)-C(8), C(13)-C(16) and C(14)-C(15) bonds. It derives from a hydride of a labdane.